NC1=NC(=C(C(=N1)C=1OC=CC1)C#N)NC1(CC1)C1=C(C=CC=C1)S(=O)(=O)C 2-amino-4-(2-furyl)-6-[[1-(2-methylsulfonylphenyl)cyclopropyl]amino]pyrimidine-5-carbonitrile